4-((5-fluoro-4-(phenylamino)pyrimidin-2-yl)amino)benzoic acid FC=1C(=NC(=NC1)NC1=CC=C(C(=O)O)C=C1)NC1=CC=CC=C1